potassium normal butanol C(CCC)O.[K]